BrC=1C(=C(O[Si](C)(C)C(C)(C)C)C=C(C1)C)C(C)(CCO[Si](C)(C)C(C)(C)C)C (3-Bromo-2-(4-((tert-butyldimethylsilyl)oxy)-2-methylbutan-2-yl)-5-methylphenoxy)(tert-butyl)dimethylsilane